4-amino-1-((2S,4R,5S)-4-hydroxy-5-(hydroxymethyl)tetrahydrofuran-2-yl)-5-(thiophen-2-yl)pyrimidin-2(1H)-one NC1=NC(N(C=C1C=1SC=CC1)[C@H]1O[C@H]([C@@H](C1)O)CO)=O